C(C1=CC=CC=C1)C1=NNC2=C1C(N(C=1N=CC=CC21)C2=CC=CC=C2)=O 3-benzyl-5-phenyl-1H-pyrazolo[4,3-c][1,8]naphthyridin-4-one